FC(C1=CC(=NC(=N1)C)N1CC2(C1)CN(CC2)C(=O)OC(C)(C)C)F tert-butyl 2-(6-(difluoromethyl)-2-methylpyrimidin-4-yl)-2,6-diazaspiro[3.4]octane-6-carboxylate